N1N=C(C=2C=NC=3C=CN=CC3C21)C(=O)O 1H-pyrazolo[4,3-c][1,6]naphthyridine-3-carboxylic acid